(4-(8-(5-cyclopropyl-2-ethoxy-4-(isopropoxycarbonyl)benzyl)-3-oxo-2,8-diazaspiro[4.5]decan-2-yl)phenyl)phosphonic acid C1(CC1)C=1C(=CC(=C(CN2CCC3(CC(N(C3)C3=CC=C(C=C3)P(O)(O)=O)=O)CC2)C1)OCC)C(=O)OC(C)C